NCC1=NNC(C2=CC=C(C=C12)C=1C=NN2C1C=C(C=C2)OC2=CC=CC=C2)=O 4-(aminomethyl)-6-(5-phenoxypyrazolo[1,5-a]pyridin-3-yl)phthalazin-1(2H)-one